C(C)(C)(C)OC(=O)N1C=CC2=C(C(=CC(=C12)C)C)C[C@@H]1CN(C[C@H]1C1=CC=C(C=C1)C#N)C(=O)OC(C)(C)C |r| Racemic-4-(((3S,4R)-1-(tert-butoxycarbonyl)-4-(4-cyanophenyl)pyrrolidin-3-yl)methyl)-5,7-dimethyl-1H-indole-1-carboxylic acid tert-butyl ester